N1CC(C1)C1CN(CCC1)CCS(=O)(=O)N 2-(3-(azetidin-3-yl)piperidin-1-yl)ethane-1-sulfonamide